C(C)(C)(C)OC(=O)N1CC(C(C2=CC=CC=C12)NCC=1C(=NC(=NC1)SC)NC)(F)F 3,3-difluoro-4-[[4-(methylamino)-2-methylsulfanyl-pyrimidin-5-yl]methylamino]-2,4-dihydroquinoline-1-carboxylic acid tert-butyl ester